25-(piperidine-1-carbonyl)spiro[1,4,7,10,13,16,19,22,26,29,32-undecazabicyclo[32.3.0]heptatriacontane-31,1'-cyclopentane]-2,5,8,11,14,17,20,23,27,30,33-undecone N1(CCCCC1)C(=O)C1CC(NCC(NCC(NCC(NCC(NCC(NCC(NCC(N2CCCC2C(NC2(CCCC2)C(NCC(N1)=O)=O)=O)=O)=O)=O)=O)=O)=O)=O)=O